(E)-N'-(3,5-dimethoxybenzylidene)-6-(2-fluoro-4-methoxyphenyl)pyrazine-2-carbohydrazide COC=1C=C(\C=N\NC(=O)C2=NC(=CN=C2)C2=C(C=C(C=C2)OC)F)C=C(C1)OC